OC1=C(C(=CC(=C1)C1OC2=CC(=CC=C2CC1O)O)O)[O-] 2,6-dihydroxy-4-(3,7-dihydroxy-3,4-dihydro-2H-chromen-2-yl)phenolate